tert-butyl (E)-2-(4-(3-(6-ethoxybenzofuran-2-yl)-3-oxoprop-1-en-1-yl)-2,6-dimethyl phenoxy)-2-methylpropanoate C(C)OC1=CC2=C(C=C(O2)C(/C=C/C2=CC(=C(OC(C(=O)OC(C)(C)C)(C)C)C(=C2)C)C)=O)C=C1